Ethyl 5-[[Trans-(7RS,9RS)-3-cyclopropyl-5-(2-methylpropylsulfamoyl)-7-(pyridin-3-carbonylamino)-8,9-dihydro-7H-cyclopenta[h]isochinolin-9-yl]amino]pyridin-3-carboxylat C1(CC1)C=1N=CC2=C3C(=CC(=C2C1)S(NCC(C)C)(=O)=O)[C@@H](C[C@H]3NC=3C=C(C=NC3)C(=O)OCC)NC(=O)C=3C=NC=CC3 |r|